N-ethyl-N-methyl-methanimidamide C(C)N(C=N)C